2-(2-pyridyl)-2-propylamine dihydrochloride Cl.Cl.N1=C(C=CC=C1)C(C)(C)N